tert-butyl 4-[2-[(3R)-12-[2-(methoxymethoxy)phenyl]-3-methyl-4,8,10,11-tetrazatricyclo[7.4.0.02,7]trideca-1(9),2(7),10,12-tetraen-4-yl]pyrimidin-4-yl]piperazine-1-carboxylate COCOC1=C(C=CC=C1)C=1N=NC=2NC=3CCN([C@@H](C3C2C1)C)C1=NC=CC(=N1)N1CCN(CC1)C(=O)OC(C)(C)C